3-((R)-2-amino-3-methoxypropionamido)-2-hydroxy-4-phenyl-N-(thiazol-2-ylmethyl)butyramide hydrochloride Cl.N[C@@H](C(=O)NC(C(C(=O)NCC=1SC=CN1)O)CC1=CC=CC=C1)COC